2-((5-(2-((3x-S,5x-S)-6-(diethylamino)-5-hydroxy-2-methylhexan-3-yl)-2,6-diazaspiro[3.4]oct-6-yl)-1,2,4-triazin-6-yl)oxy)-N-ethyl-5-fluoro-N-isopropylbenzamide fumarate C(\C=C\C(=O)O)(=O)O.C(C)N(CC(CC(C(C)C)N1CC2(C1)CN(CC2)C=2N=CN=NC2OC2=C(C(=O)N(C(C)C)CC)C=C(C=C2)F)O)CC